FC1=C(CN2C(C(=CC(=C2)C(=O)NC2C(C2)CO)C(=O)NC)=O)C=CC=C1C 1-(2-fluoro-3-methylbenzyl)-N5-(2-(hydroxymethyl)cyclopropyl)-N3-methyl-2-oxo-1,2-dihydropyridine-3,5-dicarboxamide